ClC1=CC=C2CC[C@H](CC2=C1)N1C[C@H]([C@@H](C1)C)COC1=CC=C(C=C1)S(=O)(=O)C (3S,4S)-1-[(2R)-7-chloro-1,2,3,4-tetrahydronaphthalen-2-yl]-3-[(4-methanesulfonylphenoxy)methyl]-4-methylpyrrolidine